NC1=CC=C(C=C1)C=1C=C(C=2N(C1)C(=CN2)C2=CC=C(C=C2)F)NC(C)=O N-[6-(4-aminophenyl)-3-(4-fluorophenyl)imidazo[1,2-a]pyridin-8-yl]acetamide